1-(6-nitrobenzo[d][1,3]dioxol-5-yl)ethyl 3,6-di(pyridin-2-yl)-1,2,4,5-tetrazine-1(4H)-carboxylate N1=C(C=CC=C1)C1=NN(C(=NN1)C1=NC=CC=C1)C(=O)OC(C)C1=CC2=C(OCO2)C=C1[N+](=O)[O-]